C(C)(=O)N1[C@H](CCC2=CC(=CC=C12)C1=CC=C(C=C1)NC(CC=1N=C2N(C=C(N=C2N2CCOCC2)C=2C=NC(=NC2)N)C1)=O)C (S)-N-(4-(1-Acetyl-2-methyl-1,2,3,4-tetrahydroquinolin-6-yl)phenyl)-2-(6-(2-aminopyrimidin-5-yl)-8-morpholinoimidazo[1,2-a]pyrazin-2-yl)acetamide